FC1=CC=C(C=N1)C=1C(=C(C#N)C=CC1)N1CCN(CC1)C1=NN=CN1C 3-(6-Fluoropyridin-3-yl)-2-(4-(4-methyl-4H-1,2,4-triazol-3-yl)piperazin-1-yl)benzonitrile